1-ethyl-8-((tetrahydro-2H-pyran-4-yl)methyl)-3-(4-(trifluoromethyl)phenyl)-2-thia-1,3,8-triazaspiro[4.5]decan-4-one 2,2-dioxide formate C(=O)O.C(C)N1S(N(C(C12CCN(CC2)CC2CCOCC2)=O)C2=CC=C(C=C2)C(F)(F)F)(=O)=O